COC1=C(C=CC=C1)C1=CC(=CC=C1)CC(=O)NC1=C(C(=O)O)C=CC=C1 {[(2'-methoxybiphenyl-3-yl)acetyl]amino}benzoic acid